C12C(CC(CC1)C2)C2=NC1=CC=C(C=C1C(=C2)C)OC2=C(C=C(C=C2Cl)N2N=C(C(NC2=O)=O)C#N)Cl 2-(4-((2-(bicyclo[2.2.1]heptan-2-yl)-4-methylquinolin-6-yl)oxy)-3,5-dichlorophenyl)-3,5-dioxo-2,3,4,5-tetrahydro-1,2,4-triazine-6-carbonitrile